FC1=C(CN2[C@@H](C[C@@](CC2)(C(=O)O)CC2=NC(=CC=C2F)NC2=NNC(=C2)C)C)C=CC=C1C (2R,4R)-1-(2-fluoro-3-methylbenzyl)-4-((3-fluoro-6-((5-methyl-1H-pyrazol-3-yl)amino)pyridin-2-yl)methyl)-2-methylpiperidine-4-carboxylic acid